methyl (1R,3S,4aR,4bS,6S,8aR,10aR)-3-acetoxy-10a-methyl-4,8-dioxo-6-phenyltetradecahydrophenanthrene-1-carboxylate C(C)(=O)O[C@H]1C[C@H]([C@@]2(CC[C@H]3C(C[C@H](C[C@@H]3[C@H]2C1=O)C1=CC=CC=C1)=O)C)C(=O)OC